O1C(OCC1)COC(C=CC=1OC=CC1)=O (1,3-dioxolan-2-yl)methyl-3-(furan-2-yl)acrylate